C(C)(=O)OCCC Propyl acetate